6-chloro-4-(3,3-difluoropyrrolidin-1-yl)-1-[(2R,3S,4R,SR)-3-fluoro-4-hydroxy-5-(hydroxymethyl)tetrahydrofuran-2-yl]pyrazolo[3,4-b]pyridine-5-carbonitrile ClC1=C(C(=C2C(=N1)N(N=C2)[C@@H]2O[C@H]([C@H]([C@@H]2F)O)CO)N2CC(CC2)(F)F)C#N |&1:12|